1-((4-(7-chloro-3-methyldibenzo[b,f][1,4]oxazepin-11-yl)piperazin-1-yl)methyl)cyclopropane-1-carboxylic acid ClC=1C=CC2=C(OC3=C(C(=N2)N2CCN(CC2)CC2(CC2)C(=O)O)C=CC(=C3)C)C1